N-[(1-amino-3,3-difluoro-cyclobutyl)methyl]-3-(2-chloro-6-methyl-4-pyridinyl)-2-(3-cyanophenyl)pyrazolo[1,5-a]pyrimidine-5-carboxamide NC1(CC(C1)(F)F)CNC(=O)C1=NC=2N(C=C1)N=C(C2C2=CC(=NC(=C2)C)Cl)C2=CC(=CC=C2)C#N